1,2-ethylene bismaleate C(\C=C/C(=O)[O-])(=O)OCCOC(\C=C/C(=O)[O-])=O